CC1=C(C=CC=C1C(F)(F)F)[C@@H](C)NC1=CC=NC2=CC=C(C=C12)N1CCN(CC1)C(C)=O (R)-1-(4-(4-((1-(2-methyl-3-(trifluoromethyl)phenyl)ethyl)amino)quinolin-6-yl)piperazin-1-yl)ethan-1-one